5-(4-((1,2,3,6-tetrahydropyridin-4-yl)ethynyl)phenyl)isoxazole N1CCC(=CC1)C#CC1=CC=C(C=C1)C1=CC=NO1